N[C@H]1CN(C[C@H](C1)C)C1=NC=C(C(=N1)NC1=CC=2C3=C(C(N(C2C=C1)C)=O)OCC([C@@H](N3)C3CC3)(F)F)Cl (S)-10-((2-((3R,5S)-3-amino-5-methylpiperidin-1-yl)-5-chloropyrimidin-4-yl)amino)-2-cyclopropyl-3,3-difluoro-7-methyl-1,2,3,4-tetrahydro-[1,4]oxazepino[2,3-c]quinolin-6(7H)-one